Cl.Cl.N[C@H](C(=O)NC[C@H]1[C@](C[C@@H](CC1)CCB(O)O)(C(=O)O)NC)C (1R,2S,5R)-2-(((S)-2-Aminopropanamido)methyl)-5-(2-boronoethyl)-1-(methylamino)cyclohexane-1-carboxylic acid dihydrochloride